FC1=C(C(=CC(=C1)C1=NN(C=N1)C1=CC=C(C=C1)OC(F)(F)F)F)NC(=O)\N=C\1/SCC(N1C1=C(C=CC(=C1)C)C(C)C)=O (Z)-1-(2,6-difluoro-4-(1-(4-(trifluoromethoxy)phenyl)-1H-1,2,4-triazol-3-yl)phenyl)-3-(3-(2-isopropyl-5-methylphenyl)-4-oxothiazolidin-2-ylidene)urea